CC1=C(C(=C(C(=C1C)C(=O)[O-])C)C)C(=O)[O-] 2,3,5,6-tetramethylbenzene-1,4-dicarboxylate